(1r,3r)-N-(4-chloro-5-cyclohexyl-1,3-thiazol-2-yl)-3-(cyanoamino)-N-methylcyclobutane-1-carboxamide ClC=1N=C(SC1C1CCCCC1)N(C(=O)C1CC(C1)NC#N)C